COC(C)C1=NC(=CC(=N1)N1CC2(C=3C=NC(=CC31)NC(C)=O)CC2)C N-(1'-(2-(1-methoxyethyl)-6-methylpyrimidin-4-yl)-1',2'-dihydrospiro[cyclopropane-1,3'-pyrrolo[3,2-c]pyridin]-6'-yl)acetamide